2-[3-[6-[3-(5-fluoro-6-methyl-2-pyridyl)-1H-pyrazol-4-yl]-1,5-naphthyridin-3-yl]pyrazol-1-yl]-N-methyl-ethanamine FC=1C=CC(=NC1C)C1=NNC=C1C=1N=C2C=C(C=NC2=CC1)C1=NN(C=C1)CCNC